Cl.Cl.NCCC1=CNC=N1 histamine dihydrochloride